(R)-(6,7-dichloro-1-methyl-1,3,4,5-tetrahydro-2H-pyrido[4,3-b]indol-2-yl)(5-morpholinopyrimidin-2-yl)methanone ClC1=C(C=CC=2C3=C(NC12)CCN([C@@H]3C)C(=O)C3=NC=C(C=N3)N3CCOCC3)Cl